3-[3-ethyl-5-(trifluoromethyl)phenyl]-1-[(1-methyl-1H-pyrazol-4-yl)(oxan-4-yl)sulfamoyl]urea Sodium Salt [Na].C(C)C=1C=C(C=C(C1)C(F)(F)F)NC(NS(N(C1CCOCC1)C=1C=NN(C1)C)(=O)=O)=O